butylpyrimidyl-phosphorus C(CCC)[P]C1=NC=CC=N1